7-iodo-6-methyl-[1,2,4]triazolo[1,5-a]pyridine IC1=CC=2N(C=C1C)N=CN2